C(C(=O)N)N(CC(=O)O)CC(=O)O N-[2-acetamido]-2-iminodiacetic acid